O=C1C(=C2N(C3=CC(=CC=C13)N1CCN(CC1)CC=C)C=CS2)C(=O)O 5-oxo-8-(4-(2-propenyl)-1-piperazinyl)-5H-thiazolo[3,2-a]quinoline-4-carboxylic acid